tetrahydro-1,6-naphthyridine hydrochloride Cl.N1CCCC2=CN=CC=C12